NC1=NC=C(C2=C1COC2)NC(C(=O)N2CC1=CC(=CC=C1CC2C=2C=CC1=C(N=CS1)C2)F)=O N-(4-amino-1,3-dihydrofuro[3,4-c]pyridin-7-yl)-2-(3-(benzo[d]thiazol-5-yl)-7-fluoro-3,4-dihydroisoquinolin-2(1H)-yl)-2-oxoacetamide